CC=1N=CC(=NC1)C(=O)C=1SC(=CC1)C1=NOC(=N1)C(F)(F)F (5-methylpyrazin-2-yl)-[5-[5-(trifluoromethyl)-1,2,4-oxadiazol-3-yl]-2-thienyl]methanone